BrC=1C=C2C3(CN(C2=CC1)C(=O)C=1OC(=CC1)C(C(C)(C)C)O)CCC1(CC3)CC1 (5''-bromodispiro[cyclopropane-1,1'-cyclohexane-4',3''-indolin]-1''-yl)(5-(1-hydroxy-2,2-dimethylpropyl)furan-2-yl)methanone